C1=CC=CC=2C3=CC=CC=C3C(C12)COC(=O)N[C@H](C(=O)OC)CNC(=O)OC(C)(C)C Methyl (S)-2-((((9H-fluoren-9-yl)methoxy)carbonyl)amino)-3-((tert-butoxycarbonyl)amino)propanoate